N-Cbz-(3R,3S)-3-fluoro-4-carbonylpiperidine C(=O)(OCC1=CC=CC=C1)N1C[C@@H](C(CC1)=C=O)F